(R)-3-((1-(tert-butoxycarbonyl)piperidin-3-yl)amino)-6-(2-(ethoxymethoxy)-4-ethynylphenyl)-5-Methyl-1,2,4-triazine-2-oxide C(C)(C)(C)OC(=O)N1C[C@@H](CCC1)NC=1[N+](=NC(=C(N1)C)C1=C(C=C(C=C1)C#C)OCOCC)[O-]